BrC1=NC(=CC2=C1OCC(O2)CN2CC(C2)(F)F)I 5-Bromo-2-((3,3-difluoroazetidin-1-yl)methyl)-7-iodo-2,3-dihydro-[1,4]dioxino[2,3-c]pyridine